N-(1,1-diphenyl-but-3-en-1-yl)benzamide C1(=CC=CC=C1)C(CC=C)(C1=CC=CC=C1)NC(C1=CC=CC=C1)=O